tert-butyl 4-(3-aminochroman-7-yl)-2,3-dimethylpiperazine-1-carboxylate NC1COC2=CC(=CC=C2C1)N1C(C(N(CC1)C(=O)OC(C)(C)C)C)C